C(=C)OCCN(CC)CC N,N-diethylaminoethyl vinyl ether